5-(4-chloro-2-fluoro-phenyl)-7-((3R)-4,4-difluoro-3-(1-methyl-1H-pyrazol-4-yl)-1-piperidinyl)-2,3-dimethylpyrido[4,3-d]pyrimidin-4(3H)-one ClC1=CC(=C(C=C1)C1=NC(=CC=2N=C(N(C(C21)=O)C)C)N2C[C@H](C(CC2)(F)F)C=2C=NN(C2)C)F